ethyl 8-(benzylamino)-1-methyl-4-oxo-3-phenyl-6-(4-(trifluoromethyl) phenyl)-2,3-diazaspiro[4.4]non-1,7-diene-7-carboxylate C(C1=CC=CC=C1)NC1=C(C(C2(C(N(N=C2C)C2=CC=CC=C2)=O)C1)C1=CC=C(C=C1)C(F)(F)F)C(=O)OCC